C(CCCCCCCCCCCCCCCCCCCCCC)(=O)OCCCCCCCC\C=C/C\C=C/CCCCC Linoleyl Tricosylate